C(C)(C)(C)OC(C(CC(=O)O)NC(=O)OC(C)(C)C)=O 4-(tert-butoxy)-3-((tert-butoxycarbonyl)amino)-4-oxobutanoic acid